1,1-Bis(4-hydroxyphenyl-3-methylphenyl)cyclohexane tert-butyl-5-(3-bromo-7-carbamoyl-5,6-difluoro-2-methyl-1H-indol-4-yl)-3,6-dihydropyridine-1(2H)-carboxylate C(C)(C)(C)OC(=O)N1CCC=C(C1)C1=C2C(=C(NC2=C(C(=C1F)F)C(N)=O)C)Br.OC1=CC=C(C=C1)C1=C(C=CC=C1C)C1(CCCCC1)C1=C(C(=CC=C1)C)C1=CC=C(C=C1)O